1,2-dipalmitoyl-sn-glycero-3-phosphoethanolamine, sodium salt [Na].C(CCCCCCCCCCCCCCC)(=O)OC[C@@H](OC(CCCCCCCCCCCCCCC)=O)COP(=O)(O)OCCN